methyl-4-chlorobutyric acid ethyl ester C(C)OC(C(CCCl)C)=O